N1(C=NC=C1)C=1N=C(C2=C(N1)C=CS2)C(=O)NC2CCC(CC2)OC 2-(1H-imidazol-1-yl)-N-((1r,4r)-4-methoxycyclohexyl)thieno[3,2-d]pyrimidine-4-carboxamide